BrC1=NC=CC(=C1)NCC=1N=C2N(C=C(C=C2N2C(N(C(C2)=O)C)=O)C2CC2)C1 1-(2-(((2-bromopyridin-4-yl)amino)methyl)-6-cyclopropylimidazo[1,2-a]pyridin-8-yl)-3-methylimidazolidine-2,4-dione